COC1=C2C(NC(=NC2=CC(=C1)OC)C1=CC(=C(OCCOC(=O)OC2=C(SC(=C2)C)S(=O)(=O)N)C(=C1)C)C)=O ((2-(4-(5,7-dimethoxy-4-oxo-3,4-dihydroquinazolin-2-yl)-2,6-dimethylphenoxy)ethoxy)carbonyloxy)-5-methylthiophene-2-sulfonamide